(1R,3R,4R)-2-((R)-2-((3-chlorophenyl)amino)-3-cyclopropylpropanoyl)-N-((S)-1-cyano-2-((R)-2-oxopiperidin-3-yl)ethyl)-5,5-difluoro-2-azabicyclo[2.2.2]octane-3-carboxamide ClC=1C=C(C=CC1)N[C@@H](C(=O)N1[C@H]2CC([C@@H]([C@@H]1C(=O)N[C@@H](C[C@@H]1C(NCCC1)=O)C#N)CC2)(F)F)CC2CC2